CC1=C(C(=C([C-]1C)C)C)C.[CH-]1C=CC=C1.[Fe+2] Pentamethylferrocen